(2R)-2-amino-4-[6-[(2-chloro-3-cyano-4-pyridinyl)amino]-3-methyl-2-oxo-benzoimidazol-1-yl]butanoic acid methyl ester COC([C@@H](CCN1C(N(C2=C1C=C(C=C2)NC2=C(C(=NC=C2)Cl)C#N)C)=O)N)=O